thiolen S1C=CCC1